C1(CC1)N1N=CC(=C1)[C@H]1CN(C[C@@H](O1)C)C=1N=C(C=2N=C(N(C(C2N1)=O)C)C)C1=C(C=C(C=C1)F)F 6-[(2S,6S)-2-(1-cyclopropylpyrazol-4-yl)-6-methyl-morpholin-4-yl]-8-(2,4-difluorophenyl)-2,3-dimethyl-pyrimido[5,4-d]pyrimidin-4-one